C(C)OC(=O)C1=C(C(=NN1C[C@H]1[C@@H](CC1)C(F)(F)F)C(C)(F)F)C trans-ethyl-3-(1,1-difluoroethyl)-4-methyl-1-{[2-(trifluoromethyl)cyclobutyl]methyl}-1H-pyrazole-5-carboxylate